N,N'-di-[3-(phenylpropanesulfonyloxy)phenyl]urea C1(=CC=CC=C1)CCCS(=O)(=O)OC=1C=C(C=CC1)NC(=O)NC1=CC(=CC=C1)OS(=O)(=O)CCCC1=CC=CC=C1